CC1(CN(C=2C1=NC=CC2)C(=O)N2CC1(CC2)CCN(CC1)CC=1C=C(C#N)C=CC1)C 3-((2-(3,3-dimethyl-2,3-dihydro-1H-pyrrolo[3,2-b]pyridine-1-carbonyl)-2,8-diazaspiro[4.5]decan-8-yl)methyl)benzonitrile